C(C)N1N=CC(=C1)C=1C=CC2=C(C=C(S2)CN2C(NN=C2)=O)C1 4-{[5-(1-ethyl-1H-pyrazol-4-yl)-1-benzothien-2-yl]methyl}-2,4-dihydro-3H-1,2,4-triazol-3-one